4-(cyclohexyloxy)-N-(methylsulfonyl)-3-nitrobenzamide C1(CCCCC1)OC1=C(C=C(C(=O)NS(=O)(=O)C)C=C1)[N+](=O)[O-]